ClC1=CC=C(C=C1)[C@H]1C[C@@H](CO1)C1=NOC(=N1)CN1C=NC=2N=CN(C2C1=O)C 1-((3-((3R,5R)-5-(4-chlorophenyl)tetrahydrofuran-3-yl)-1,2,4-oxadiazolyl)methyl)-7-methyl-1H-purin-6(7H)-one